C1(CC1)C1=C(C(=NO1)C1=NN(C2=NC=NC(=C21)N)C(C)C)C2=CC=CC=C2 3-(5-cyclopropyl-4-phenylisoxazol-3-yl)-1-isopropyl-1H-pyrazolo[3,4-d]pyrimidin-4-amine